C(=O)C1=C(C=CC=C1O)COC1=NC=CC(=C1)C(=O)/N=C/1\NC2=C(N1CC(C)(C)O)C=C(C=C2)CN2CCN(CC2)C 2-[(2-formyl-3-hydroxyphenyl)methoxy]-N-[(2E)-1-(2-hydroxy-2-methylpropyl)-6-[(4-methylpiperazin-1-yl)methyl]-3H-1,3-benzodiazol-2-ylidene]pyridine-4-carboxamide